C(C)(C)(C)OC(=O)N1C(CCC1)C(=O)OCC1=CC=CC=C1 pyrrolidine-1,2-dicarboxylic acid 2-benzyl 1-tert-butyl ester